(S)-7-((2H-indazol-2-yl)methyl)-4-(cyclopropylethynyl)-4-(1,1-difluoroethyl)-6-fluoro-3,4-dihydroquinazolin-2(1H)-one N=1N(C=C2C=CC=CC12)CC1=C(C=C2[C@](NC(NC2=C1)=O)(C(C)(F)F)C#CC1CC1)F